2-(3-(2-(2-aminoethoxy)ethoxy)-4-fluorophenyl)-N-(5-methyl-4-(1-(1-methyl-1H-imidazole-5-carbonyl)indolin-5-yl)thiazol-2-yl)acetamide NCCOCCOC=1C=C(C=CC1F)CC(=O)NC=1SC(=C(N1)C=1C=C2CCN(C2=CC1)C(=O)C1=CN=CN1C)C